(S)-N-((9-amino-4-ethyl-8-fluoro-4-hydroxy-3,14-dioxo-3,4,12,14-tetrahydro-1H-pyrano[3',4':6,7]indolizino-[1,2-b]quinolin-11-yl)methyl)-methanesulfonamide NC1=CC=2C(=C3C(=NC2C=C1F)C1=CC2=C(C(N1C3)=O)COC([C@]2(O)CC)=O)CNS(=O)(=O)C